CN1C=CC2=CC(=CC=C12)N1C(NC=C1)=O 3-(1-methylindol-5-yl)imidazol-2-one